C=1(C(=CC=C2C=CC=CC12)S(=O)(=O)O)S(=O)(=O)O.OC1=C(C=O)C(=CC=C1)OC[C@H]1N(CCOC1)CC1=C(N=CC=C1)CCO (S)-2-hydroxy-6-((4-(2-(2-hydroxyethyl)nicotinyl)morpholin-3-yl)methoxy)benzaldehyde naphthalenedisulfonate